OCCC=1C(=NNC1C1=CN=NC=C1)NC(CCC1=CC(=C(C(=C1)F)F)F)=O N-(4-(2-hydroxyethyl)-5-(pyridazin-4-yl)-1H-pyrazol-3-yl)-3-(3,4,5-trifluorophenyl)propanamide